[N+](=O)([O-])C=1C=CC(=C(C(=O)Cl)C1)CCl 5-nitro-2-chloromethylbenzoyl chloride